Titanium(IV) dibutoxide [O-]CCCC.[O-]CCCC.[Ti+4]